ClC=1C=CC2=C(SC=C2)C1C#N 6-chlorobenzo[b]thiophene-7-carbonitrile